CC1=NN=C2N1C(C1=C(N2CCCCC)C=C(N1)C=1C=NN(C1)CC=1C=C2CCN(CC2=CC1)C(=O)OC(C)(C)C)=O tert-butyl 6-((4-(3-methyl-5-oxo-9-pentyl-6,9-dihydro-5H-pyrrolo[3,2-d][1,2,4]triazolo[4,3-a]pyrimidin-7-yl)-1H-pyrazol-1-yl)methyl)-3,4-dihydroisoquinoline-2(1H)-carboxylate